ClC1=CC=C(CN2C=3N(C4=C(C2=O)CNCC4)C=CN3)C=C1 4-(4-chlorobenzyl)-6,7,8,9-tetrahydroimidazo[1,2-a]pyrido[3,4-e]pyrimidine-5(4H)-one